COC1=C(C2=C(C=N1)C(=CN2CC2=CC=C(C=C2)S(=O)(=O)N)C)C2=NC=CC=C2 4-((6-methoxy-3-methyl-7-(pyridin-2-yl)-1H-pyrrolo[3,2-c]pyridin-1-yl)methyl)benzenesulfonamide